FC(C=1C=C(C=NC1)NC(=O)N)(F)F (5-(trifluoromethyl)pyridin-3-yl)urea